2-(1H-pyrazol-3-yl)-1λ6,2-thiazolidine-1,1-dione N1N=C(C=C1)N1S(CCC1)(=O)=O